C(C)OC1=NC=C(C=N1)[C@H](CC(=O)O)C=1SC=C(N1)CCCCC1=NC=2NCCCC2C=C1 (S)-3-(2-ethoxypyrimidin-5-yl)-3-(4-(4-(5,6,7,8-tetrahydro-1,8-naphthyridin-2-yl)butyl)thiazol-2-yl)propionic acid